1-methyl-piperazine-4-carboxylic acid hydrochloride Cl.CN1CCN(CC1)C(=O)O